COC=1C=C(CN2C=C3CCC4=C(C3=C2)ON=C4)C=CC1OC 7-(3,4-dimethoxybenzyl)-5,7-dihydro-4H-isoxazolo[5,4-e]isoindole